CN1C=NC=2N=CN(C(C12)=O)CC1=NC(=NO1)[C@H]1[C@@H]2CC(=C[C@H]12)C1=CC=CC=C1 7-methyl-1-((3-((1R,5R,6S)-3-phenylbicyclo[3.1.0]hex-2-en-6-yl)-1,2,4-oxadiazol-5-yl)methyl)-1,7-dihydro-6H-purin-6-one